3-(3',5'-Di-tert-butyl-4'-hydroxyphenyl)propionic acid methyl ester COC(CCC1=CC(=C(C(=C1)C(C)(C)C)O)C(C)(C)C)=O